C1(CC1)C#C[C@@]1(NC(NC2=CC(=C(C=C12)F)CN1N=C(C=C1)[N+](=O)[O-])=O)C(C)(F)F (S)-4-(cyclopropylethynyl)-4-(1,1-difluoroethyl)-6-fluoro-7-((3-nitro-1H-pyrazol-1-yl)methyl)-3,4-dihydroquinazolin-2(1H)-one